BrC=1C=C2C(=CNC2=CC1)C(C(=O)C1=CNC2=CC=CC=C12)C1=CNC2=CC=C(C=C12)Br 2,2-bis(5-bromo-1H-indol-3-yl)-1-(1H-indol-3-yl)ethan-1-one